2-oxooxazolidin O=C1OCCN1